CC(CNC(=O)C=1C(=NC(=CC1C)N1CCOCC1)SCC)(C)C N-(2,2-Dimethyl-propyl)-2-ethylsulfanyl-4-methyl-6-morpholin-4-yl-pyridine-3-carboxylic acid amide